NC1=NC(=C(C=C1C1=CC=C2C(NC(=NC2=C1)C)=O)C1=CC=C(C=C1)N1CCN(CC1)C(C)C)F 7-(2-amino-6-fluoro-5-(4-(4-isopropylpiperazin-1-yl)phenyl)pyridin-3-yl)-2-methylquinazolin-4(3H)-one